methyl (S,Z)-2-(5-((8-bromo-6-((2-((tert-butoxycarbonyl)imino)-3-methyl-2,3-dihydro-1H-imidazol-1-yl)methyl)-4-oxochroman-3-yl)methyl)-2-fluorophenoxy)acetate BrC=1C=C(C=C2C([C@H](COC12)CC=1C=CC(=C(OCC(=O)OC)C1)F)=O)CN1\C(\N(C=C1)C)=N/C(=O)OC(C)(C)C